(S)-2-(2,5-difluoro-4-(6-((6-(1-methyl-1H-1,2,3-triazol-4-yl)pyridin-3-yl)methoxy)pyridin-2-yl)benzyl)-1-(4,4-dimethyltetrahydrofuran-3-yl)-1H-benzo[d]imidazole-6-carboxylic acid FC1=C(CC2=NC3=C(N2[C@@H]2COCC2(C)C)C=C(C=C3)C(=O)O)C=C(C(=C1)C1=NC(=CC=C1)OCC=1C=NC(=CC1)C=1N=NN(C1)C)F